Methyl (E)-3-[2-(4-cyanophenyl)-5,7-difluoro-1H-indol-3-yl]prop-2-enoate C(#N)C1=CC=C(C=C1)C=1NC2=C(C=C(C=C2C1/C=C/C(=O)OC)F)F